C(=O)(OC(C)(C)C)N(NCC1=C(C(=O)NC(C)C)C=CC=C1)C1=CC=CC=C1 ((2-Boc-2-phenylhydrazino)methyl)-N-isopropylbenzamide